L-(+)-ornithine-d7 N([C@@](C(C(CN)([2H])[2H])([2H])[2H])(C(=O)O)[2H])([2H])[2H]